FC1=C2C=C(NC2=CC=C1OC1=C(C=NC2=CC(=C(C=C12)OC)OCC1CC(C1)N1CCCCC1)C#N)C 4-(4-fluoro-2-methyl-1H-indol-5-yloxy)-6-methoxy-7-((3-(piperidin-1-yl)cyclobutyl)methoxy)-3-cyanoquinoline